N-(3-chloro-5-(methylsulfonamido)phenyl)-1-(2-(3-fluorophenoxy)phenyl)-1H-pyrazole-4-carboxamide ClC=1C=C(C=C(C1)NS(=O)(=O)C)NC(=O)C=1C=NN(C1)C1=C(C=CC=C1)OC1=CC(=CC=C1)F